C(C=C)(=O)OC1=C(C(=CC=C1[C@H]1O[C@@H]([C@H]([C@H]([C@@H]1OCC1=CC=CC=C1)OCC1=CC=CC=C1)OCC1=CC=CC=C1)CC(C1=CC=CC=C1)=O)Cl)C (3-chloro-2-methyl-6-((2R,3R,4R,5R,6R)-3,4,5-tris(benzyloxy)-6-((benzoyl) methyl) tetrahydro-2H-pyran-2-yl) phenyl) acrylate